C(C1=CC=CC=C1)OC1=CC(=NC(=C1)C)C=1C(=CC(=NC1)N1CCC(CCC1)(F)F)C(F)(F)F 1-[5-(4-benzyloxy-6-methyl-2-pyridyl)-4-(trifluoromethyl)-2-pyridyl]-4,4-difluoro-azepane